BrC1=CC=C(C=C1)\C=C/1\CN(C\C(\C1=O)=C/C1=CC=C(C=C1)Br)C(CC)=O (3Z,5E)-3,5-bis[(4-bromophenyl)methylidene]-1-propanoylpiperidin-4-one